4-(((3s,4r)-4-((S)-1-aminoethyl)-1-((5-chloropyridin-2-yl)sulfonyl)-4-hydroxypyrrolidin-3-yl)oxy)-2-fluorobenzonitrile N[C@@H](C)[C@]1([C@H](CN(C1)S(=O)(=O)C1=NC=C(C=C1)Cl)OC1=CC(=C(C#N)C=C1)F)O